p-toluenesulfonyl-ethyl-4-methyl-5-tosyl-1,5-dihydro-2H-2-pyrrolidone C(C1=CC=CC=C1)S(=O)(=O)C1(CC=C(S(=O)(=O)C2C(C([CH-]N2CC)=O)C)C=C1)C